(S)-N-(3-(2-((2-fluoro-3-(methylsulfonyl)phenyl)amino)-5-methylpyrimidin-4-yl)-1H-indol-7-yl)-2-(piperazin-1-yl)propanamide FC1=C(C=CC=C1S(=O)(=O)C)NC1=NC=C(C(=N1)C1=CNC2=C(C=CC=C12)NC([C@H](C)N1CCNCC1)=O)C